C(C1=CC=CC=C1)N1C2=C(SCC1=O)C=CC(=C2)C(=O)NC2=CC=C1C=CNC1=C2 4-benzyl-N-(1H-indol-6-yl)-3-oxo-3,4-dihydro-2H-benzo[b][1,4]thiazine-6-carboxamide